2-methyl-5-((2R,4S)-2-((((R)-1-(naphthalen-1-yl)ethyl)amino)methyl)chroman-4-yl)benzoic acid hydrochloride Cl.CC1=C(C(=O)O)C=C(C=C1)[C@@H]1C[C@@H](OC2=CC=CC=C12)CN[C@H](C)C1=CC=CC2=CC=CC=C12